2-isopropoxy-2-methylpropanoic acid C(C)(C)OC(C(=O)O)(C)C